N=1NC=C2C1CN(C2)C2=NC=CC(=N2)C2=NC=CC(=N2)C#CC=2C=C1C=NN(C1=CC2)C(=O)OC(C)(C)C tert-butyl 5-((2'-(2,6-dihydropyrrolo[3,4-c]pyrazol-5(4H)-yl)-[2,4'-bipyrimidin]-4-yl)ethynyl)-1H-indazole-1-carboxylate